4-oximino-2-pentenoate N(O)=C(C=CC(=O)[O-])C